4-{[3-(3-methyl-4-oxo-3,4-dihydroquinazolin-6-yl)-5-(4-trifluoromethylphenyl)-1H-pyrazol-1-yl]methyl}benzamide CN1C=NC2=CC=C(C=C2C1=O)C1=NN(C(=C1)C1=CC=C(C=C1)C(F)(F)F)CC1=CC=C(C(=O)N)C=C1